4-(5-((2,3-dihydro-1H-indene-2-yl)amino)-1,3,4-thiadiazol-2-yl)butanoic acid C1C(CC2=CC=CC=C12)NC1=NN=C(S1)CCCC(=O)O